methyl (E)-3-(4,4,5,5-tetramethyl-1,3,2-dioxaborolan-2-yl)acrylate CC1(OB(OC1(C)C)/C=C/C(=O)OC)C